(S)-3-methoxy-N-(pyrrolidin-3-yl)quinolin-5-amine hydrochloride Cl.COC=1C=NC=2C=CC=C(C2C1)N[C@@H]1CNCC1